4-(3-(methoxymethyl)phenyl)-N-methylthiazol-2-amine COCC=1C=C(C=CC1)C=1N=C(SC1)NC